(2-(tert-Butyl)-1H-benzo[d]imidazol-1-yl)(4-chlorophenyl)methanone C(C)(C)(C)C1=NC2=C(N1C(=O)C1=CC=C(C=C1)Cl)C=CC=C2